ClC1=CC(=C(C=C1)N1N=NC(=C1CN1N=CC(=CC1=O)N1CC(C1)OCC(F)(F)F)C)F 2-[[3-(4-chloro-2-fluoro-phenyl)-5-methyl-triazol-4-yl]methyl]-5-[3-(2,2,2-trifluoroethoxy)azetidin-1-yl]pyridazin-3-one